4-Diethylaminobut-2-ynyl-2-cyclohexyl-2-hydroxy-2-phenylethanoat C(C)N(CC#CCOC(C(C1=CC=CC=C1)(O)C1CCCCC1)=O)CC